NC=1SC2=C(N1)C(=CC(=C2)C(=O)OC)OC(F)(F)F methyl 2-amino-4-(trifluoromethoxy)-1,3-benzothiazole-6-carboxylate